The molecule is an organochlorine compound that is 7H-purin-2-amine substituted by a chloro group at position 6. It is a member of 2-aminopurines and an organochlorine compound. C1=NC2=C(N1)C(=NC(=N2)N)Cl